(R)-2-hydroxypropyl-amine O[C@@H](CN)C